C12CN(CC(CC1)N2)C=2C=C1CC[C@H](CC1=CC2F)NC(=O)C2=C(C=1C(=NC(=CC1)C)S2)N N-((2R)-6-(3,8-diazabicyclo[3.2.1]octan-3-yl)-7-fluoro-1,2,3,4-tetrahydronaphthalen-2-yl)-3-amino-6-methylthieno[2,3-b]pyridine-2-carboxamide